C(#N)C1=CC(=C(C(=O)[O-])C=C1)CNC1(C(NC(CC1)=O)=O)C 4-cyano-2-(((3-methyl-2,6-dioxopiperidin-3-yl)amino)methyl)benzoate